BrC1=NC(=CC=C1N1CN(C2=CC=C(C=C2C1=O)C(F)(F)F)C1=C(C=C(C=C1)F)C)OC 3-(2-bromo-6-methoxypyridin-3-yl)-1-(4-fluoro-2-methylphenyl)-6-(trifluoromethyl)-2,3-dihydroquinazolin-4(1H)-one